N-[1-(1,3-benzothiazol-5-yl)-2-[(2,2-dimethoxy-1-methyl-ethyl)amino]ethyl]-2-methyl-propane-2-sulfinamide S1C=NC2=C1C=CC(=C2)C(CNC(C(OC)OC)C)NS(=O)C(C)(C)C